S1C2=C(C=C1)CC1=CC3=C(CC4=C3SC=C4)C=C12 4,9-dihydro-s-indaceno[1,2-b:5,6-b']dithiophene